methyl 5-fluoro-2-((1-methylcyclopropane-1-carboxamido)methyl)-1-(phenylsulfonyl)-1H-indole-6-carboxylate FC=1C=C2C=C(N(C2=CC1C(=O)OC)S(=O)(=O)C1=CC=CC=C1)CNC(=O)C1(CC1)C